C(CCCCCCCCCCCCCCC)C[N+](Br)(C)C cetyl-trimethyl-bromoammonium